N-(BUT-3-EN-1-YL)SULFURIC DIAMIDE C(CC=C)NS(N)(=O)=O